1,2-dimethyl-4-phenyl-1,4-dihydro-cyclopenta[b]indol-3(2H)-one CC1C(C(C=2N(C=3C=CC=CC3C21)C2=CC=CC=C2)=O)C